ethyl 1-(1-((2-bromo-6-chloro-5-(cyclopropylmethoxy) pyridin-3-yl) methyl) cyclobutyl)-4-oxo-1,4-dihydropyridine-3-carboxylate BrC1=NC(=C(C=C1CC1(CCC1)N1C=C(C(C=C1)=O)C(=O)OCC)OCC1CC1)Cl